FC(C(C(C(C(C(O)(O)F)(F)F)(F)F)(F)F)(F)F)CCC Decafluorononandiol